ClC=1N=C(C2=C(N1)N=C(C=C2)Cl)N2C[C@H]1CC[C@@H](C2)N1 (1R,5S)-3-(2,7-dichloropyrido[2,3-d]pyrimidin-4-yl)-3,8-diazabicyclo[3.2.1]octane